2-[4-methoxycarbonyl-1-(6-methylindoline-1-carbonyl)-4-piperidyl]acetic acid COC(=O)C1(CCN(CC1)C(=O)N1CCC2=CC=C(C=C12)C)CC(=O)O